F[C@H]1CC2=C(C=3CCCC3C(=C2C1)NC(=O)C1N2C(OC1(C)C)=C(C=N2)S(=O)(N)=N)F (((R)-2,8-difluoro-1,2,3,5,6,7-hexahydro-s-indacen-4-yl)carbamoyl)-2,2-dimethyl-2,3-dihydropyrazolo[5,1-b]oxazole-7-sulfonimidamide